2-Chloro-N-(5-methyl-1,3,4-oxadiazol-2-yl)-3-[(rac)-methylsulfinyl]-4-(difluoromethyl)benzamid ClC1=C(C(=O)NC=2OC(=NN2)C)C=CC(=C1[S@](=O)C)C(F)F |r|